C(C)C=C ethyl-ethylene